6-(2-chlorophenyl)-2-({4-[(2R)-2-(methoxymethyl)pyrrolidin-1-yl]phenyl}amino)imidazo[1,2-a]pyrimido[5,4-e]pyrimidin-5(6H)-one ClC1=C(C=CC=C1)N1C=2N(C3=C(C1=O)C=NC(=N3)NC3=CC=C(C=C3)N3[C@H](CCC3)COC)C=CN2